C1(CC1)C1(CNC1)O 3-cyclopropyl-3-hydroxyazetidin